S(C)(=O)(=O)O.NC=1N(NC=CN1)C 3-Amino-2-methyl-1,2,4-triazine mesylate